COC=1C=C(C=C2C(NC(C2)=O)=O)C=C(C1OC)OC 3-(3,4,5-trimethoxybenzylidene)pyrrolidine-2,5-dione